C(C1=CC=CC=C1)(=O)NC(C1=C(C(=CC=C1)C)CCCC(=O)O)C(=O)O 4-(2-(benzamido(carboxy)methyl)-6-methylphenyl)butanoic acid